OCC1=C2C(=NC=C1)N(N=C2CNC(\C=C\C)=O)C2=CC=C(C=C2)OC(F)(F)F (E)-N-[[4-(hydroxymethyl)-1-[4-(trifluoromethoxy)phenyl]pyrazolo[3,4-b]pyridin-3-yl]methyl]but-2-enamide